O=C1C2(CCN(C2)C=2SC(=CN2)C(=O)OC(C)(C)C)CCCCN1 tert-Butyl 2-(6-oxo-2,7-diazaspiro[4.6]undecan-2-yl)thiazole-5-carboxylate